C(\C=C\C)N(CC(=O)O)C 2-[(2E)-BUT-2-EN-1-YL(METHYL)AMINO]ACETIC ACID